The molecule is a steroid saponin that is 17alpha-pregnenolone which is substituted by hydroxy groups at positions 8, 12beta, 14beta and 17beta, in which the 14beta-hydrocy group has been acylated by formal condensation with the carboxy group of (2E)-3,4-dimethylpent-2-enoic acid, and in which the hydroxy group at position 3 has been glycosylated with 2,6-dideoxy-3-O-methyl-beta-D-arabino-hexopyranosyl-(1->4)-2,6-dideoxy-3-O-methyl-beta-D-ribo-hexopyranosyl-(1->4)-2,6-dideoxy-3-O-methyl-beta-D-ribo-hexopyranos. A C-21 steroidal glycoside, it is the essential active ingredient of the traditional Chinese medicine Qingyangshen, isolated from Cynanchum otophyllum and used to treat epilepsy and rheumatic pain. It has a role as a plant metabolite and an anticonvulsant. It is an 8-hydroxy steroid, a 14beta-hydroxy steroid, a 17beta-hydroxy steroid, a steroid saponin, a trisaccharide derivative and a tertiary alpha-hydroxy ketone. C[C@@H]1[C@H]([C@@H](C[C@@H](O1)O[C@@H]2[C@H](O[C@H](C[C@@H]2OC)O[C@@H]3[C@H](O[C@H](C[C@@H]3OC)O[C@H]4CC[C@@]5([C@H]6C[C@H]([C@@]7([C@@](CC[C@@]7([C@@]6(CC=C5C4)O)O)(C(=O)C)O)C)OC(=O)/C=C(\\C)/C(C)C)C)C)C)OC)O